N-(3-((4-borono-3-fluorobenzamido)methyl)benzyl)-N-(4-borono-3-fluorobenzoyl)glycine B(O)(O)C1=C(C=C(C(=O)NCC=2C=C(CN(CC(=O)O)C(C3=CC(=C(C=C3)B(O)O)F)=O)C=CC2)C=C1)F